ClC1=CC=C(C=C1)N(C(=O)C1=NN(C(=C1)C)C1=C(C=C(C=C1)Cl)Cl)C N-(4-chlorophenyl)-N-methyl-1-(2,4-dichlorophenyl)-5-methyl-1H-pyrazole-3-carboxamide